COC=1C=CC2=C(N=C(S2)C=2C=NC=CC2NC2=CC=CC=C2)C1 3-(5-methoxybenzo[d]thiazol-2-yl)-N-phenylpyridin-4-amine